1-(6-chloro-1-hydroxy-2,3,1-benzodiazaborinin-2-yl)-2-phenyl-ethanone ClC=1C=CC2=C(C=NN(B2O)C(CC2=CC=CC=C2)=O)C1